5-(1-hydroxy-1-methyl-ethyl)-1-methyl-3,4-dihydro-1H-isoquinoline-2-carboxylic acid tert-butyl ester C(C)(C)(C)OC(=O)N1C(C2=CC=CC(=C2CC1)C(C)(C)O)C